gamma-(methacryloyloxy)propyl-trimethoxysilicon C(C(=C)C)(=O)OCCC[Si](OC)(OC)OC